C(CCC#C)(=O)OCC1(N=N1)COC1=C(C=CC(=C1)CCN)O (3-((5-(2-aminoethyl)-2-hydroxyphenoxy)methyl)-3H-diazirin-3-yl)methyl pent-4-ynoate